NC[C@@]1(OC2=C([C@@H]1O)C(=C(C(=C2)F)Cl)C2=C(C(=O)N)C=CC(=C2F)OC)C2=CC=CC=C2 2-((2S,3S,4S)-2-(aminomethyl)-5-chloro-6-fluoro-3-hydroxy-2-phenyl-2,3-dihydrobenzo-furan-4-yl)-3-fluoro-4-methoxybenzamide